BrC=1N=C2C(=NC1Cl)N(C=C2)S(=O)(=O)C 2-bromo-3-chloro-5-(methylsulfonyl)-5H-pyrrolo[2,3-B]pyrazine